tert-butyl 9-(2-hydroxyethyl)-3-azaspiro[5.5]undecane-3-carboxylate OCCC1CCC2(CCN(CC2)C(=O)OC(C)(C)C)CC1